N-[(4-cyclopropyl-3-fluorophenyl)(phenyl)methyl]-3-[2-(1H-1,2,3-triazol-5-yl)acetyl]-3-azabicyclo[3.1.0]hexane-2-carboxamide C1(CC1)C1=C(C=C(C=C1)C(NC(=O)C1C2CC2CN1C(CC1=CN=NN1)=O)C1=CC=CC=C1)F